N-(3-fluoro-4-((3-((cis-2-(methoxymethyl)cyclopentyl)amino)-1H-pyrazolo[3,4-b]pyridin-4-yl)oxy)phenyl)-2-(4-fluorophenyl)-3-oxo-2,3-dihydropyridazine-4-carboxamide FC=1C=C(C=CC1OC1=C2C(=NC=C1)NN=C2N[C@H]2[C@H](CCC2)COC)NC(=O)C=2C(N(N=CC2)C2=CC=C(C=C2)F)=O